5-(4-hydroxybutyl)-8-(6-methoxypyridin-3-yl)-1-(4-(piperazin-1-yl)-3-(trifluoromethyl)phenyl)-1,5-Dihydro-4H-[1,2,3]triazolo[4,5-c]quinolin-4-one OCCCCN1C(C2=C(C=3C=C(C=CC13)C=1C=NC(=CC1)OC)N(N=N2)C2=CC(=C(C=C2)N2CCNCC2)C(F)(F)F)=O